C1(CC1)C(O)C=1N=C2N(N1)[C@@H](C[C@@H]2F)C2=CC=CC=C2 cyclopropyl-[(5s,7s)-7-fluoro-5-phenyl-6,7-dihydro-5H-pyrrolo[1,2-b][1,2,4]triazol-2-yl]methanol